ethyl 2-bromo-2-(3-(cyclopropylmethyl)-2-methoxyphenyl)acetate BrC(C(=O)OCC)C1=C(C(=CC=C1)CC1CC1)OC